1-(2,6-dibenzyloxy-3-pyridyl)-4-(6-hydroxyhex-1-ynyl)-3-methyl-benzimidazol-2-one C(C1=CC=CC=C1)OC1=NC(=CC=C1N1C(N(C2=C1C=CC=C2C#CCCCCO)C)=O)OCC2=CC=CC=C2